2-(4-(2-hydroxypropan-2-yl)piperidin-1-yl)benzonitrile OC(C)(C)C1CCN(CC1)C1=C(C#N)C=CC=C1